FC1(CCCC=2C(=NC(=NC12)N1[C@H](CC1)C)N1CC(C1)O)F (S)-1-(8,8-difluoro-2-(2-methylazetidin-1-yl)-5,6,7,8-tetrahydroquinazolin-4-yl)azetidin-3-ol